CC1=CC=2N(C=C1C=1CN(CC1)C(=O)OC(C)(C)C)N=CN2 tert-Butyl 3-(7-methyl[1,2,4]triazolo[1,5-a]pyridine-6-yl)-2,5-dihydropyrrole-1-carboxylate